ClC1=NC=C(C(=N1)NC=1C=CC=C2CCCN(C12)C(C)=O)Cl 1-(8-((2,5-dichloropyrimidin-4-yl)amino)-3,4-dihydroquinolin-1(2H)-yl)ethan-1-on